C(CCCCCC)(=O)N[C@@H](CC1=CC=CC=C1)C(=O)O n-heptanoyl-phenylalanine